FC(F)(F)S=N.[Li] lithium trifluoromethylsulfimide salt